CC=1C=C(C=C(C1)C)C1=CC(=NC(=C1)C1=CC=C(C=C1)C)C1=CC=C(C=C1)C 4-(3,5-dimethylphenyl)-2,6-di-p-tolylpyridine